C(=O)(C=C)N[C@@H](CS)C(=O)O N-acroylcystein